IC1=CC(=C(C=C1OC)CC(COC)NC(OC(C)(C)C)=O)OC tert-butyl (1-(4-iodo-2,5-dimethoxyphenyl)-3-methoxypropan-2-yl)carbamate